5-(2-chloro-6-(2-(3-methylbenzylidene)hydrazinyl)-9H-purin-9-yl)-3-methylisothiazole ClC1=NC(=C2N=CN(C2=N1)C1=CC(=NS1)C)NN=CC1=CC(=CC=C1)C